(R)-N-(4-meth-oxy-2-(4-methyl-piperazin-1-yl)-5-((6-(3-(3-((6-meth-ylpyridin-2-yl)-methoxy)phenyl)-isoxazolidin-2-yl)-pyrimidin-4-yl)-amino)phenyl)-acrylamide COC1=CC(=C(C=C1NC1=NC=NC(=C1)N1OCC[C@@H]1C1=CC(=CC=C1)OCC1=NC(=CC=C1)C)NC(C=C)=O)N1CCN(CC1)C